(7S)-4-[5-(5-fluoro-2-methoxypyridin-4-yl)-1H-oxazole-3-carbonyl]-N-(pyrrolidin-3-yl)-4-azaspiro[2.5]octane-7-carboxamide FC=1C(=CC(=NC1)OC)C1=CN(CO1)C(=O)N1C2(CC2)C[C@H](CC1)C(=O)NC1CNCC1